5-((2-(4-((2-chloro-3-(hydroxymethyl)benzyl)amino)butoxy)ethyl)amino)benzo[c][2,6]naphthyridine-8-carboxamide ClC1=C(CNCCCCOCCNC2=NC3=C(C4=CN=CC=C24)C=CC(=C3)C(=O)N)C=CC=C1CO